sodium (2Z)-4-[(4-aminophenyl) amino]-4-oxo-2-butenoate NC1=CC=C(C=C1)NC(\C=C/C(=O)[O-])=O.[Na+]